2-(difluoromethyl)-4-(2-(6-(trifluoromethyl)imidazo[1,2-a]pyridin-3-yl)pyrimidin-4-yl)morpholine FC(C1CN(CCO1)C1=NC(=NC=C1)C1=CN=C2N1C=C(C=C2)C(F)(F)F)F